(S)-N-((S)-1-(2-acetyl-6-chloroisoindoline-4-yl)-3-(1,3-dioxan-2-yl)Propyl)-2-methylpropane-2-sulfinamide C(C)(=O)N1CC2=CC(=CC(=C2C1)[C@H](CCC1OCCCO1)N[S@@](=O)C(C)(C)C)Cl